4-{3-(cyanomethyl)-3-[4-(5-fluoro-1H-pyrrolo[2,3-b]pyridin-4-yl)-1H-pyrazol-1-yl]azetidin-1-yl}-N-[3-(trifluoromethyl)pyridin-4-yl]piperidine-1-carboxamide C(#N)CC1(CN(C1)C1CCN(CC1)C(=O)NC1=C(C=NC=C1)C(F)(F)F)N1N=CC(=C1)C1=C2C(=NC=C1F)NC=C2